1-(6-fluoro-5-hydroxypyridin-2-yl)-2-((3aR,5r,6aS)-5-hydroxy-5-(3-methoxybenzyl)hexahydro-cyclopenta[c]pyrrol-2(1H)-yl)ethanone FC1=C(C=CC(=N1)C(CN1C[C@@H]2[C@H](C1)CC(C2)(CC2=CC(=CC=C2)OC)O)=O)O